3-methyl-2,6-decalindicarboxylic acid CC1C(CC2CCC(CC2C1)C(=O)O)C(=O)O